OC(C(=O)O)CCCCCCCCCCCCCCCC.OCC(O)CO glycerin monohydroxystearate